C(C)(C)(C)S(=O)(=O)C=1C(=CC=2N(C1)C(=C(N2)Cl)C=2C=CC(=NC2F)N)OC 5-(6-(tert-butylsulfonyl)-2-chloro-7-methoxyimidazo[1,2-a]pyridin-3-yl)-6-fluoropyridin-2-amine